COC(=O)C1=C(C(=C(C(=C1)Cl)C1=C(C(=CC=C1)C)C(F)(F)F)F)NC(CC(=O)OCC)=O 6-chloro-3-(3-ethoxy-3-oxopropanamido)-2-fluoro-3'-methyl-2'-(trifluoromethyl)-[1,1'-biphenyl]-4-carboxylic acid methyl ester